The molecule is conjugate base of phenylthioacetohydroximic acid arising from deprotonation of the acidic SH group; major species at pH 7.3. It is a conjugate base of a phenylthioacetohydroximic acid. C1=CC=C(C=C1)CC(=S)N[O-]